L-ascorbyl monopalmitate CCCCCCCCCCCCCCCC(=O)OCC(C1C(=C(C(=O)O1)O)O)O